N-(2-Methoxyethyl)methylamine COCCNC